(R)-1-(but-2-yn-1-yl)-6-(3-hydroxypiperidin-1-yl)-3-((2-oxo-1,2-dihydroquinolin-4-yl)methyl)pyrimidine-2,4(1H,3H)-dione C(C#CC)N1C(N(C(C=C1N1C[C@@H](CCC1)O)=O)CC1=CC(NC2=CC=CC=C12)=O)=O